[I-].OCC[N+](C)(C)C (2-hydroxyethyl)trimethyl-ammonium iodide